C(C1=CC=CC=C1)N1CC(CC(C1)C=1C=NN(C1)C1=CC=C(C=C1)OCC#C)OC=1C=C(N)C=CC1 3-((1-benzyl-5-(1-(4-(prop-2-yn-1-yloxy)phenyl)-1H-pyrazol-4-yl)piperidin-3-yl)oxy)aniline